C(C)(C)(C)[Si](OCC1=NC=C(C=N1)O)(C)C 2-({[tert-butyl-(dimethyl)silyl]oxy}methyl)pyrimidin-5-ol